1-[4-[6-[5-[[6-(1-methoxy-1-methyl-ethyl)pyrazin-2-yl]amino]-1-methyl-pyrazol-4-yl]-3-pyridinyl]phenyl]cyclopropanecarboxylic acid COC(C)(C)C1=CN=CC(=N1)NC1=C(C=NN1C)C1=CC=C(C=N1)C1=CC=C(C=C1)C1(CC1)C(=O)O